C(C)(C)(C)OC(=O)N1C[C@H]([C@H](C1)NC)O |r| racemic-cis-tert-butyl-3-hydroxy-4-(methylamino)pyrrolidine-1-carboxylate